(2-methylallyl)phosphonic acid CC(CP(O)(O)=O)=C